5-(((R)-tert-butylsulfinyl)amino)-3-methoxy-5,7-dihydrospiro[cyclopenta[b]pyridine-6,4'-piperidine]-1'-carboxylic acid tert-butyl ester C(C)(C)(C)OC(=O)N1CCC2(CC1)C(C=1C(=NC=C(C1)OC)C2)N[S@](=O)C(C)(C)C